CN(CCCOC1=C(C=C2C(=NC(=NC2=C1)N1CCCC1)N1CC(CCC1)N)OC)C 1-(7-(3-(dimethylamino)propoxy)-6-methoxy-2-(pyrrolidin-1-yl)quinazolin-4-yl)piperidin-3-amine